FC(C=1C(=C(C=CC1)[C@@H](C)NC1=NN=C(C=2C1=CN(C(C2)=O)C2CCN(CC2)C(CC(=O)OC)=O)C)F)F methyl (R)-3-(4-(4-((1-(3-(difluoromethyl)-2-fluorophenyl) ethyl) amino)-1-methyl-7-oxopyrido[3,4-d]pyridazin-6(7H)-yl) piperidin-1-yl)-3-oxopropionate